C1NCC12CC(C2)N2CCN(CC2)C2=C(C=C(C=C2)NC2C(NC(CC2)=O)=O)F 3-((4-(4-(2-azaspiro[3.3]heptan-6-yl)piperazin-1-yl)-3-fluorophenyl)amino)piperidine-2,6-dione